4-(5-fluoropyrimidin-2-yl)-2-methoxyaniline FC=1C=NC(=NC1)C1=CC(=C(N)C=C1)OC